tert-butyl 6-[(1S)-1-tert-butoxycarbonyl-2-methyl-propyl]-5-oxo-2,6-diazaspiro[3.5]nonane-2-carboxylate C(C)(C)(C)OC(=O)[C@H](C(C)C)N1C(C2(CN(C2)C(=O)OC(C)(C)C)CCC1)=O